CC1(CCN(CC1)C1=CC=C(N)C=C1)C 4-(4,4-dimethylpiperidin-1-yl)aniline